CC1=NC=C(NC1=O)C(=O)OC methyl 5-methyl-6-oxo-1H-pyrazine-2-carboxylate